FC(OC1=CC=CC=2C(N[C@H]3C=4C([C@@H](C21)C3)=C3N(N4)C=CC(=C3)B3OC(C(O3)(C)C)(C)C)=O)F (7R,14S)-1-(difluoromethoxy)-12-(4,4,5,5-tetramethyl-1,3,2-dioxaborolan-2-yl)-6,7-dihydro-7,14-methanobenzo[c]pyrido[1',2':1,5]pyrazolo[4,3-f]azocin-5(14H)-one